tert-butyl ((3S,4S)-8-(8-((3-chloro-2-(3-(phenylsulfonyl)ureido)pyridin-4-yl)thio)-[1,2,4]triazolo[4,3-c]pyrimidin-5-yl)-3-methyl-2-oxa-8-azaspiro[4.5]decan-4-yl)carbamate ClC=1C(=NC=CC1SC=1C=2N(C(=NC1)N1CCC3([C@@H]([C@@H](OC3)C)NC(OC(C)(C)C)=O)CC1)C=NN2)NC(=O)NS(=O)(=O)C2=CC=CC=C2